1-(1-((1-(4-(dimethylamino)but-2-enoyl)azetidin-3-yl)methyl)azetidin-3-yl)-1H-pyrazol CN(CC=CC(=O)N1CC(C1)CN1CC(C1)N1N=CC=C1)C